2,4,6-Trinitro-1,3-dimethyl-5-tert-butylbenzol [N+](=O)([O-])C1=C(C(=C(C(=C1C)[N+](=O)[O-])C(C)(C)C)[N+](=O)[O-])C